FC1=CC(=C(C(=C1)C(C)C)NC(=O)N=S(=O)(N)C=1OC(=C(C1)C(C)(C)O)C)C(C)C N'-(4-fluoro-2,6-diisopropylphenylcarbamoyl)-4-(2-hydroxypropan-2-yl)-5-methylfuran-2-sulfonimidamide